benzyl-biphenol Tert-butyl-(R)-(2-oxo-1-(2,4,6-trifluorophenyl)cyclohexyl)carbamate C(C)(C)(C)N(C(O)=O)[C@@]1(C(CCCC1)=O)C1=C(C=C(C=C1F)F)F.C(C1=CC=CC=C1)C1=C(C(=CC=C1)O)C=1C(=CC=CC1)O